ClC=1C=CC(=C(C1)C1=CC(=CC=C1)C(=O)OC(C)(C)C)O tert-butyl 5'-chloro-2'-hydroxy-[1,1'-biphenyl]-3-carboxylate